6-Fluoro-1-(6-fluoro-3-(4-(pyridin-2-yl)piperazine-1-carbonyl)benzyl)quinazoline-2,4(1H,3H)-dione FC=1C=C2C(NC(N(C2=CC1)CC1=CC(=CC=C1F)C(=O)N1CCN(CC1)C1=NC=CC=C1)=O)=O